FC1(C(C1)COC1=CC(=C2C(NC(=NC2=C1)CSC1CCOCC1)=O)F)F 7-((2,2-Difluorocyclopropyl)methoxy)-5-fluoro-2-(((tetrahydro-2H-pyran-4-yl)thio)methyl)quinazolin-4(3H)-one